ClC(C1=NC(=NO1)C1=CC=C(C=C1)C(CSCC=1N=COC1)=O)(F)F 1-(4-(5-(chlorodifluoromethyl)-1,2,4-oxadiazol-3-yl)phenyl)-2-((oxazol-4-ylmethyl)thio)ethan-1-one